benzyl [(2-fluoro-4-hydroxybutyl) (methyl)amino]carboxylate FC(CN(C)C(=O)OCC1=CC=CC=C1)CCO